C1(CC1)C=1N=CN(C1)C1=CC(=NC=C1C(F)(F)F)C(=O)O 4-(4-cyclopropyl-1H-imidazol-1-yl)-5-(trifluoromethyl)picolinic acid